bromo-3-chloro-4-((3,5-difluoropyridin-2-yl)methoxy)-5',6-dimethyl-2H-[1,4'-bipyridin]-2-one BrC=1C(=C(C(N(C1C)C1=CC=NC=C1C)=O)Cl)OCC1=NC=C(C=C1F)F